N-(4-chlorophenyl)-4-(4-isopropylphenyl)-N-methylpyrimidine-2-carboxamide ClC1=CC=C(C=C1)N(C(=O)C1=NC=CC(=N1)C1=CC=C(C=C1)C(C)C)C